(N,N-dimethylaminopropyl)-aza-2-methyl-2-methoxy-sila-cyclopentane CN(C)CCC[SiH]1C(CCC1)(OC)N